3-methyl-5-nitropyridin-2(1H)-one CC=1C(NC=C(C1)[N+](=O)[O-])=O